FC1(C(N(C(C(O1)(F)F)(F)F)C(C(C1OC(CC1)C(C(OC(C(C(OC(F)(F)F)(F)F)(F)F)(F)F)F)(F)F)(F)F)F)(F)F)F 2,2,3,3,5,5,6,6-octafluoro-4-(1,2,2-trifluoro-2-(5-(1,1,2-trifluoro-2-(1,1,2,2,3,3-hexafluoro-3-(trifluoromethoxy)propoxy)ethyl)tetrahydrofuran-2-yl)ethyl)morpholine